4-butyl-3,6-dichloropyridazine C(CCC)C1=C(N=NC(=C1)Cl)Cl